ClC1=CC=C(C=2NC(=NC21)C(=O)N2[C@@H](C=1C=CC=NC1CC2)C)F (R)-(4-Chloro-7-fluoro-1H-benzo[d]imidazol-2-yl)(5-methyl-7,8-dihydro-1,6-naphthyridin-6(5H)-yl)methanone